C(C)(C)(C)OC(NC12CC(C1)(C2)NC(COC2=CC=C(C=C2)Cl)=O)=O {3-[2-(4-chlorophenoxy)acetamido]bicyclo[1.1.1]pent-1-yl}carbamic acid tert-butyl ester